CN1C(=NC=C1)CN1C[C@H](CC1)N1C(N(C=2C1=NC=CC2)C2=C(C=C(C=C2)C2=CC=CC=C2)C)=O (S)-3-(1-((1-methyl-1H-imidazol-2-yl)methyl)pyrrolidin-3-yl)-1-(3-methyl-[1,1'-biphenyl]-4-yl)-1,3-dihydro-2H-imidazo[4,5-b]pyridin-2-one